R-2-(5-chlorothien-2-yl)morpholine-2-d ClC1=CC=C(S1)[C@]1(CNCCO1)[2H]